(R)-N-(2-cyclopropyl-3-(2,4-difluorophenyl)propyl)-2-oxo-2,3-dihydrooxazole-4-carboxamide C1(CC1)[C@H](CNC(=O)C=1NC(OC1)=O)CC1=C(C=C(C=C1)F)F